FC1=C(C=C(C=C1F)C1=C(C=C(C=C1C)C(F)(F)F)C)[C@H](CC(=O)O)NC([C@H](CC(C)C)NC(=O)C=1C(N(C=CC1)C)=O)=O (3S)-3-[4,5-difluoro-2',6'-dimethyl-4'-(trifluoromethyl)-[1,1'-biphenyl]-3-yl]-3-[(2S)-4-methyl-2-[(1-methyl-2-oxo-1,2-dihydropyridin-3-yl)formamido]pentanamido]propanoic acid